FC1=C(C(=C(C(=C1[B-](C1=C(C(=C(C(=C1F)F)F)F)F)(C1=C(C(=C(C(=C1F)F)F)F)F)C1=C(C(=C(C(=C1F)F)F)F)F)F)F)F)F.C(CCCCCCCCCCC)[NH+](CCCC)CCCC dodecyldi(n-butyl)ammonium tetrakis(pentafluorophenyl)borate